FC=1C(=C(C=2C=CN(C2C1)S(=O)(=O)C1=CC=C(C=C1)C)C=O)OC1=CC(=C(C=C1)F)I 6-fluoro-5-(4-fluoro-3-iodo-phenoxy)-1-(p-tolylsulfonyl)indole-4-carbaldehyde